O=C([C@@H](CC(NC(C1=CC=CC=C1)(C1=CC=CC=C1)C1=CC=CC=C1)=O)NC(OC(C)(C)C)=O)ONC(CCC1=CC=CC=C1)=N tert-butyl (R)-(1,4-dioxo-1-((3-phenylpropanimidamido)oxy)-4-(tritylamino)butan-2-yl)carbamate